FC(N1N=CC=C1C(=O)N[C@H](C(=O)O)CCN(CCCCC1=NC=2NCCCC2C=C1)CCOC(C)C)F (S)-2-(1-(difluoromethyl)-1H-pyrazole-5-carboxamido)-4-((2-isopropoxyethyl)(4-(5,6,7,8-tetrahydro-1,8-naphthyridin-2-yl)butyl)amino)butanoic acid